Benzyl rel-(2S,3S)-3-amino-2-[(3-bromo-2-fluorophenyl)methyl]-3-(hydroxymethyl)pyrrolidine-1-carboxylate N[C@@]1([C@@H](N(CC1)C(=O)OCC1=CC=CC=C1)CC1=C(C(=CC=C1)Br)F)CO |o1:1,2|